FC(C1=C(C=CC(=C1)C(F)(F)F)C1=CC2=C(C3=C(NC(C(=C3C(=O)[O-])Cl)C)S2)C=C1)(F)F.[Na+] Sodium 7-(2,4-bis(trifluoromethyl) phenyl)-3-chloro-2-methylbenzo[4,5]thieno[2,3-b]pyridin-4(1H)-carboxylate